FC(C=1N=NN(C1)C1=CC=C(C=C1)CN)(F)F (4-(4-(trifluoromethyl)-1H-1,2,3-triazol-1-yl)phenyl)methanamine